4-(benzyloxy)-3,5-difluoropyrimidine C(C1=CC=CC=C1)OC=1N(CN=CC1F)F